CC=1C(=C(C(=O)OC2=CC=C(C[C@H](N)C(=O)O)C=C2)C=CC1)[C@@H]1CC[C@H](CC1)OC[C@H]([C@@H](C)OCC12COC(CC1)CC2)N.[IH]2[IH][IH]C=C2 TriiodoL-tyrosine trans-methyl-2-(4-((2R,3R)-3-(2-oxabicyclo[2.2.2]octan-4-ylmethoxy)-2-aminobutoxy)cyclohexyl)benzoate